(S)-1-(6-methoxy-1H-indazol-1-yl)-N,N-dimethylpropan-2-amine COC1=CC=C2C=NN(C2=C1)C[C@H](C)N(C)C